2-(4-(6-((4-chloro-2-fluorophenoxy)methyl)pyridin-2-yl)-2-nitrobenzyl)-1-(2-methoxyethyl)-1H-benzo[d]imidazole-6-carboxylic acid ClC1=CC(=C(OCC2=CC=CC(=N2)C2=CC(=C(CC3=NC4=C(N3CCOC)C=C(C=C4)C(=O)O)C=C2)[N+](=O)[O-])C=C1)F